F[P-](F)(F)(F)(F)F.C(CCCCCCCCCCCCCCC)C=1N=CNC1 4-hexadecyl-imidazole hexafluorophosphate